COC1=CC(=NC=N1)N1CCC2(C(N3[C@H](O2)CC[C@H]3C3=CC=CC=C3)=O)CC1 (5'S,7a'R)-1-(6-methoxypyrimidin-4-yl)-5'-phenyltetrahydro-3'H-spiro[piperidine-4,2'-pyrrolo[2,1-b][1,3]oxazol]-3'-one